P(O)(O)OC=1C(=C(C(=CC1)C1=CC=CC=C1)C1=CC=CC=C1)C=1C(=CC=CC1)OP(O)O diphenyl-2,2'-biphenol bisphosphite